(E)-N-(4-((3-chloro-4-(pyridin-2-ylmethoxy)phenyl)amino)-3-cyano-7-ethoxyquinolin-6-yl)-4-(4-methylpiperazin-1-yl)but-2-enamide ClC=1C=C(C=CC1OCC1=NC=CC=C1)NC1=C(C=NC2=CC(=C(C=C12)NC(\C=C\CN1CCN(CC1)C)=O)OCC)C#N